(S)-1-([1,1'-biphenyl]-4-yl)-3-chloro-2-propanol C1(=CC=C(C=C1)C[C@@H](CCl)O)C1=CC=CC=C1